4-(5-(3,5-dichlorophenyl)-5-(trifluoromethyl)-4,5-dihydroisoxazol-3-yl)-2-methyl-N-(1-(2,2,2-trifluoroethyl)-5-(trifluoromethyl)-1H-1,2,4-triazol-3-yl)benzamide ClC=1C=C(C=C(C1)Cl)C1(CC(=NO1)C1=CC(=C(C(=O)NC2=NN(C(=N2)C(F)(F)F)CC(F)(F)F)C=C1)C)C(F)(F)F